Cl.Cl.N[C@H](C(=O)O)CCC(=O)N[C@@H](CS)C(=O)NCC(=O)O glutathione dihydrochloride